1-bromo-8-nitro-2,3,6,7,10,11-hexa(pentoxy)benzophenanthrene BrC1=C2C=3C=C(C(=CC3C3=C(C2=CC(=C1OCCCCC)OCCCCC)C=C(C(=C3[N+](=O)[O-])OCCCCC)OCCCCC)OCCCCC)OCCCCC